amino-3-sulfopropionic acid NC(C(=O)O)CS(=O)(=O)O